2-hydroxycinnamic acid anhydride OC1=C(C=CC(=O)OC(C=CC2=C(C=CC=C2)O)=O)C=CC=C1